BrC1=C(C(=CC=C1)Cl)C1=C(C=CC(=C1)C)S(=O)(=O)N 2-bromo-6-chlorophenyl-4-methylbenzenesulfonamide